ethyl 2-[benzyl-[(2S)-2-(tert-butoxycarbonylamino)pent-4-ynoyl]amino]acetate C(C1=CC=CC=C1)N(CC(=O)OCC)C([C@H](CC#C)NC(=O)OC(C)(C)C)=O